CS(=O)(=O)C1=NN2C(C(=N1)SC)=NC=C2 2-(methanesulfonyl)-4-(methylsulfanyl)imidazo[2,1-f][1,2,4]triazine